CC1(NC=2C=C(C=CC2C2=C1SC(=N2)NC(=O)C=2C(=NC=NC2OC)OC)C(F)(F)F)C N-(4,4-dimethyl-7-(trifluoromethyl)-4,5-dihydrothiazolo[5,4-c]quinolin-2-yl)-4,6-dimethoxypyrimidine-5-carboxamide